FC1(CN(C1)C1=NC=C(C(=O)NC2=NC=C(N=C2)N2[C@H](CN(CC2)C=2C=NC(=CC2)F)C)C=C1)F (S)-6-(3,3-difluoroazetidin-1-yl)-N-(5-(4-(6-fluoropyridin-3-yl)-2-methylpiperazin-1-yl)pyrazin-2-yl)nicotinamide